C1(=CC=CC=C1)CCC(=O)NC(=N)NC(CCC1=CC=CC=C1)=O N,N'-Bis(3-phenylpropanoyl)guanidine